2-isopropyl-2-methylbutanal C(C)(C)C(C=O)(CC)C